ethylaluminum diacetoacetate C(CC(=O)C)(=O)[O-].C(CC(=O)C)(=O)[O-].C(C)[Al+2]